2-[3-amino-2-hydrazin-ylidene-1,3-diazinan-1-yl]acetic acid NN1C(N(CCC1)CC(=O)O)=NN